Imidazolo[1,2-b]pyridazine-7-carboxylic acid N=1C=CN2N=CC(=CC21)C(=O)O